3-(6-bromo-1H-benzo[de]isoquinolin-2(3H)-yl)piperidine-2,6-dione BrC=1C=CC=2CN(CC3=CC=CC1C23)C2C(NC(CC2)=O)=O